5-(dibenzo[b,d]furan-3-yl)-9,9-dimethyl-9H-fluoren-2-amine C1=CC(=CC=2OC3=C(C21)C=CC=C3)C3=C2C=1C=CC(=CC1C(C2=CC=C3)(C)C)N